BrC=1C=2C(C=NC1)=CN(N2)C 7-bromo-2-methyl-2H-pyrazolo[4,3-c]pyridine